tert-butyl (R)-11-oxo-1,2,4a,5,10,11-hexahydropyrazino[1',2':4,5][1,4]-oxazino[3,2-g]quinazoline-3(4H)-carboxylate O=C1NC=NC=2C=C3C(=CC12)N1[C@@H](CO3)CN(CC1)C(=O)OC(C)(C)C